C1(=CC=CC=C1)S(=O)(=O)O.C(CCCCC)N(C1=C(C=C(C=C1)N1C(=NC(=CC1=O)C)C)F)CCCCCC (4-(dihexylamino)-3-fluorophenyl)-2,6-dimethylpyrimidin-4(3H)-one benzenesulfonate